BrCC=1C=C(C(=O)OC)C=C(C1)CBr Methyl 3,5-Bis(bromomethyl)benzoate